FC(C1=CC=C(CC=2SC3=C(N2)C=CC(=C3)NC(C)=O)C=C1)(F)F N-(2-(4-(trifluoromethyl)benzyl)benzo[d]thiazol-6-yl)acetamide